ClC1=C(C(=CC=C1)F)C1=NCC2=NN=C(N2C=2SC=3CC(CC3C12)C=O)C1CC1 9-(2-chloro-6-fluoro-phenyl)-3-cyclopropyl-16-thia-2,4,5,8-tetrazatetracyclo[8.6.0.02,6.011,15]hexadeca-1(10),3,5,8,11(15)-pentaene-13-carbaldehyde